3,4-dimethyl-styrene CC=1C=C(C=C)C=CC1C